5-chloro-4-((2,2'-dimethyl-3'-(3-(2-oxo-1,7-diazaspiro[4.4]non-7-yl)propoxy)-[1,1'-biphenyl]-3-yl)methoxy)-2-hydroxybenzaldehyde ClC=1C(=CC(=C(C=O)C1)O)OCC=1C(=C(C=CC1)C1=C(C(=CC=C1)OCCCN1CC2(CCC(N2)=O)CC1)C)C